COC(=O)C=1SC(=CC1)C1=NC(=CC(=N1)C)NC1=NNC(=C1)C 5-(4-methyl-6-((5-methyl-1H-pyrazol-3-yl)amino)pyrimidin-2-yl)thiophene-2-carboxylic acid methyl ester